COC=1C=C2CCN(CC2=CC1NC1=NC=C2C(=N1)N(N=C2)C[C@@H]2[C@@H](C2)C(=O)OCC)C |r| racemic-ethyl (cis)-2-((6-((6-methoxy-2-methyl-1,2,3,4-tetrahydroisoquinolin-7-yl)amino)-1H-pyrazolo[3,4-d]pyrimidin-1-yl)methyl)cyclopropane-1-carboxylate